N-((1S)-(4,4-difluorocyclohexyl)(7-(2-hydroxypropan-2-yl)-6-(((5R)-2-oxo-5-(trifluoromethyl)piperidin-3-yl)methyl)imidazo[1,2-b]pyridazin-2-yl)methyl)-1-ethyl-1H-pyrazole-5-carboxamide FC1(CCC(CC1)[C@H](NC(=O)C1=CC=NN1CC)C=1N=C2N(N=C(C(=C2)C(C)(C)O)CC2C(NC[C@@H](C2)C(F)(F)F)=O)C1)F